FC1(CC(C1)C1=NC=C(C(=N1)C1CCC(CC1)(F)F)B(O)O)F [2-(3,3-difluorocyclobutyl)-4-(4,4-difluorocyclohexyl)pyrimidin-5-yl]boronic Acid